5-(2,4-Dimethoxyphenyl)-3-(4-(1-methylpiperidin-4-yl)phenyl)-1H-pyrazolo[4,3-c]pyridazin-6(5H)-on COC1=C(C=CC(=C1)OC)N1N=C2C(=CC1=O)NN=C2C2=CC=C(C=C2)C2CCN(CC2)C